2-(1-Cyclopropyl-1H-pyrazol-4-yl)-5-({[1-(2-fluoro-4-methylphenyl)cyclopropyl]carbonyl}amino)benzoic acid C1(CC1)N1N=CC(=C1)C1=C(C(=O)O)C=C(C=C1)NC(=O)C1(CC1)C1=C(C=C(C=C1)C)F